2-(2-(3-(4-fluorophenyl)ureido)benzothiazol-6-yl)-2-hydroxypropanamide FC1=CC=C(C=C1)NC(NC=1SC2=C(N1)C=CC(=C2)C(C(=O)N)(C)O)=O